O=C1C=C(N=CN1)C(=O)O 6-oxo-1,6-dihydropyrimidine-4-formic acid